C1(CC1)C=1C=CC2=C(N=C(O2)C2CCN(CC2)C2=C(C(N(C3=CC=CC=C23)C)=O)C#N)C1 4-[4-(5-cyclopropyl-1,3-benzooxazol-2-yl)piperidin-1-yl]-1-methyl-2-oxo-1,2-dihydroquinoline-3-carbonitrile